ClC1=NC2=C(C(=CC=C2C(=N1)N1C[C@@H](N(CC1)C(=O)OC(C)(C)C)CC#N)C1=CC=CC2=CC=C(C(=C12)C#C[Si](C(C)C)(C(C)C)C(C)C)F)F Tert-butyl (S)-4-(2-chloro-8-fluoro-7-(7-fluoro-8-((triisopropylsilyl)ethynyl)naphth-1-yl)quinazolin-4-yl)-2-(cyanomethyl)piperazine-1-carboxylate